6-(2,2-difluoro-7-((5-methoxy-7-methyl-1H-indol-4-yl)methyl)-7-azaspiro[3.5]nonan-6-yl)isoquinolin-1(2H)-one FC1(CC2(C1)CC(N(CC2)CC2=C1C=CNC1=C(C=C2OC)C)C=2C=C1C=CNC(C1=CC2)=O)F